FC(OC=1C=C(C=C2C(CNC(C12)=O)C)C=1N(N=C2C=C(C=C(C12)C#N)C=1C=NN(C1)CC)C)F 3-[8-(difluoromethoxy)-4-methyl-1-oxo-3,4-dihydro-2H-isoquinolin-6-yl]-6-(1-ethylpyrazol-4-yl)-2-methyl-indazole-4-carbonitrile